FC1(COC1)COC1=NC=C(C=N1)C=1C=CC(N(N1)CC=1C=NC=C(C1)F)=O 6-(2-((3-fluorooxetan-3-yl)methoxy)pyrimidin-5-yl)-2-((5-fluoropyridin-3-yl)methyl)pyridazine-3(2H)-one